2,3-difluorophenylacetic acid FC1=C(C=CC=C1F)CC(=O)O